C(OC1CC(C1)N1C(C(=CC=C1)NC1=NC=2N(C(=C1)N(C([2H])([2H])[2H])CC1=CC=C(C=C1)OC)N=CC2C(=O)OCC)=O)([2H])([2H])[2H] ethyl 5-((1-((1r,3r)-3-(methoxy-d3)cyclobutyl)-2-oxo-1,2-dihydropyridin-3-yl)amino)-7-((4-methoxybenzyl)(methyl-d3)amino)pyrazolo[1,5-a]pyrimidine-3-carboxylate